C(C1=CC=CC=C1)(=O)OC1=C(C(=C(C=C1C)C1=CC=CC=C1)C)OC(C1=CC=CC=C1)=O 4-phenyl-3,6-dimethyl-1,2-phenylene dibenzoate